(1S,5S)-2-(2,2-difluoroacetyl)bicyclo[3.1.0]hexan-3-one FC(C(=O)C1[C@H]2C[C@H]2CC1=O)F